CC=1N=NN2C1C1=C(C(CC2)NC2=CC=C(C(=O)N)C=C2)C=C(C=C1)C=1C=NN(C1)C 4-((1-methyl-9-(1-methyl-1H-pyrazol-4-yl)-6,7-dihydro-5H-benzo[c][1,2,3]triazolo[1,5-a]azepin-7-yl)amino)benzamide